2-(12-Hydroxydodecyl)-5-[(E)-2-phenylethenyl]benzene-1,3-diol OCCCCCCCCCCCCC1=C(C=C(C=C1O)\C=C\C1=CC=CC=C1)O